1-(6-(4-(6-chloro-5-methyl-1H-indazol-4-yl)-3,7,7-trimethyl-7,8-dihydro-5H-pyrano[4,3-b]pyridin-2-yl)-2,6-diazaspiro[3.4]octan-2-yl)-2-propen-1-one ClC1=C(C(=C2C=NNC2=C1)C1=C2C(=NC(=C1C)N1CC3(CN(C3)C(C=C)=O)CC1)CC(OC2)(C)C)C